(S)-7-(5-methyl-1,4,5,6-tetrahydropyridin-2-yl)spiro[benzo[b][1,4]oxazine-2,1'-cyclopropane]-3(4H)-one C[C@H]1CC=C(NC1)C=1C=CC2=C(OC3(CC3)C(N2)=O)C1